2-chloro-4-((2-(difluoromethyl)benzofuran-7-yl)oxy)Benzoic acid ClC1=C(C(=O)O)C=CC(=C1)OC1=CC=CC=2C=C(OC21)C(F)F